OC1=C(C=CC(=C1)C(F)(F)F)C1=NNC(C2=CC=CC=C12)=O 4-(2-hydroxy-4-(trifluoromethyl)phenyl)phthalazin-1(2H)-one